N-{[4-(diethylamino)phenyl]methyl}-5-(4-methanesulfonylphenyl)-1H-pyrrolo[2,3-b]pyridin-3-carboxamide C(C)N(C1=CC=C(C=C1)CNC(=O)C1=CNC2=NC=C(C=C21)C2=CC=C(C=C2)S(=O)(=O)C)CC